3-Methyl-1-((2-(2,4,5-trifluoro-3-hydroxyphenyl)thiazol-5-yl)methyl)pyrimidine-2,4(1H,3H)-dione CN1C(N(C=CC1=O)CC1=CN=C(S1)C1=C(C(=C(C(=C1)F)F)O)F)=O